C(C)(C)(C)OC(=O)N1CC2C(C1)CNC2 2,3,3a,4,6,6a-hexahydro-1H-pyrrolo[3,4-c]pyrrole-5-carboxylic acid tert-butyl ester